O=C(CCCCCCCCCCC(CCCCCCCCC)OC(=O)C1CCN(CC1)C)OC(CCCC)CCCCCC 21-oxo-21-(undecan-5-yloxy)henicosan-10-yl-1-methylpiperidine-4-carboxylate